ClC1=C2C(=NC=C1C=1C(=C(C(=O)OCC)C=CC1)F)NCC21CC1 Ethyl 3-(4'-chloro-1',2'-dihydrospiro[cyclopropane-1,3'-pyrrolo[2,3-b]pyridin]-5'-yl)-2-fluorobenzoate